CC1=CC=C(C=C1)S(=O)(=O)OCCC=1C=2N(C=C(C1)C1CC1)C=C(N2)CN2N=NC(=C2)C(NCC2=NC=CC(=C2F)OC)=O 2-(6-cyclopropyl-2-((4-(((3-fluoro-4-methoxypyridin-2-yl)methyl)carbamoyl)-1H-1,2,3-triazol-1-yl)methyl)imidazo[1,2-a]pyridin-8-yl)ethyl 4-methylbenzenesulfonate